OC=1C=C(C#N)C=C(C1C1=CC=C2C(=N1)N=C(O2)N2CC1=CC=CC=C1C2)C 3-Hydroxy-4-(2-isoindolin-2-yloxazolo[4,5-b]pyridin-5-yl)-5-methyl-benzonitrile